C(C)C1(COC1)COC1=CC=C(C=C1)C=1C=C(C(NC1C(F)(F)F)=O)C(=O)N 5-(4-((3-ethyloxetan-3-yl)methoxy)phenyl)-2-oxo-6-(trifluoromethyl)-1,2-dihydropyridine-3-carboxamide